N-(5-(2-(((1r,4r)-4-aminocyclohexyl)amino)-8-ethylquinazolin-6-yl)isoxazol-3-yl)-2-chloro-benzenesulfonamide NC1CCC(CC1)NC1=NC2=C(C=C(C=C2C=N1)C1=CC(=NO1)NS(=O)(=O)C1=C(C=CC=C1)Cl)CC